CC=1C(=C(C=C(C1)C)O)C1=CC2=C(N=N1)C(=CS2)C2CN(CCC2)C 3,5-dimethyl-2-(7-(1-methylpiperidin-3-yl)thieno[3,2-c]pyridazin-3-yl)phenol